3-(piperidin-4-yl)pyridine hydrochloride Cl.N1CCC(CC1)C=1C=NC=CC1